C1(CC1)C(=O)NC1=NN2C(C=C(C=C2)C=2C(=NOC2C)OC2CC(C2)NC(OC(C)(C)C)=O)=C1 Tert-butyl ((1r,3r)-3-((4-(2-(cyclopropanecarboxamido)pyrazolo[1,5-a]pyridin-5-yl)-5-methylisoxazol-3-yl)oxy)cyclobutyl)carbamate